bis(4-hydroxyphenyl)-2,2-dichloro-ethylene OC1=CC=C(C=C1)C(=C(Cl)Cl)C1=CC=C(C=C1)O